ClC=1C(=NC=CC1C=1C(=C(C=CC1)NC(C1=NC=C(C=C1)CN(C)CCO)=O)C)C1=CC(=C(C=C1)CNCC1NC(CC1)=O)OC N-(3-(3-chloro-2-(3-methoxy-4-((((5-oxopyrrolidin-2-yl)methyl)amino)methyl)phenyl)pyridin-4-yl)-2-methylphenyl)-5-(((2-hydroxyethyl)(methyl)amino)methyl)picolinamide